Cl.C(C)(C)N1N=C(C(=C1)C1=NC=2C(=NC=CC2C=2C=CC3=C(CCCCC3N)C2)N1)C 2-[2-(1-Isopropyl-3-methyl-1H-pyrazol-4-yl)-3H-imidazo[4,5-b]pyridin-7-yl]-6,7,8,9-tetrahydro-5H-benzocyclohepten-5-ylamine hydrochloride